7-(3-(5-fluoropyridin-2-yl)-1-methyl-1H-pyrazol-4-yl)-1H-pyrazolo[4,3-b]pyridine FC=1C=CC(=NC1)C1=NN(C=C1C1=C2C(=NC=C1)C=NN2)C